2,2'-dichloro-4,4'-bipyridine ClC1=NC=CC(=C1)C1=CC(=NC=C1)Cl